NC1=NC2=CC(=CC(=C2C=N1)S(N)(=O)=O)NC(CC1=C(C=CC=C1)Cl)=O N-(2-amino-5-sulfamoylquinazolin-7-yl)-2-(2-chlorophenyl)acetamide